3-bromo-4-[(2,4-difluorobenzyl)oxy]-1-(2,6-difluorophenyl)-6-methylpyridin-2(1H)-one BrC=1C(N(C(=CC1OCC1=C(C=C(C=C1)F)F)C)C1=C(C=CC=C1F)F)=O